6-bromo-4-(2-fluoro-4-nitrophenoxy)-7-methoxyquinoline BrC=1C=C2C(=CC=NC2=CC1OC)OC1=C(C=C(C=C1)[N+](=O)[O-])F